ClC=1N=C(C2=C(N1)C(=C(N=C2C)Cl)F)N2CCCC2 2,7-dichloro-8-fluoro-5-methyl-4-(pyrrolidin-1-yl)pyrido[4,3-d]pyrimidine